1-(2-(2-oxa-5-azabicyclo[2.2.1]heptan-5-yl)ethyl)-N-(4,4-dimethylcyclohexyl)-4-hydroxy-2-oxo-1,2-dihydro-1,8-naphthyridine-3-carboxamide C12OCC(N(C1)CCN1C(C(=C(C3=CC=CN=C13)O)C(=O)NC1CCC(CC1)(C)C)=O)C2